3-methyl-1-(2-{[(6S)-3-oxo-8-oxa-2,10-diazatricyclo[7.4.0.02,6]trideca-1(13),9,11-trien-12-yl]amino}-5-[4-(2-oxopyrrolidin-1-yl)phenyl]pyrimidin-4-yl)azetidine-3-carbonitrile CC1(CN(C1)C1=NC(=NC=C1C1=CC=C(C=C1)N1C(CCC1)=O)NC1=CN=C2OC[C@@H]3CCC(N3C2=C1)=O)C#N